3-methyl-4-[3-(1H-pyrazol-5-yl)-7-[2-(trifluoromethyl)pyridin-3-yl]-[1,2]thiazolo[4,5-b]pyridin-5-yl]morpholine CC1N(CCOC1)C1=CC(=C2C(=N1)C(=NS2)C2=CC=NN2)C=2C(=NC=CC2)C(F)(F)F